(1-methyl-1H-imidazol-5-yl)methyl mercaptan CN1C=NC=C1CS